COC=1C=C(COC2=CC=C(C=C2)NC2=NC=NC3=CC=C4C(=C23)OCCN4)C=CC1 N-(4-(3-methoxybenzyloxy)phenyl)-3,4-dihydro-2H-[1,4]oxazino[2,3-f]quinazolin-10-amine